CC/1(CN(CC\C1=C/C#CC1=NC(=CC=C1)NC)C(=O)OCC)C ethyl (4E)-3,3-dimethyl-4-{3-[6-(methylamino)pyridin-2-yl]prop-2-yn-1-ylidene}piperidine-1-carboxylate